di(β-hydroxyethyl) terephthalate C(C1=CC=C(C(=O)OCCO)C=C1)(=O)OCCO